(3-(4-allyl-2-methoxyphenyl)isoOxazol-5-yl)methanol C(C=C)C1=CC(=C(C=C1)C1=NOC(=C1)CO)OC